BrC1=CC2=C(N=C(S2)NC2=NC=CC(=C2)CN2CCOCC2)C=C1 2-((6-bromobenzo[d]thiazol-2-yl)amino)-4-(morpholinomethyl)pyridine